6-phenoxy-2-azaspiro[3.3]heptane TFA salt tert-Butyl-6-phenoxy-2-azaspiro[3.3]heptane-2-carboxylate C(C)(C)(C)OC(=O)N1CC2(C1)CC(C2)OC2=CC=CC=C2.OC(=O)C(F)(F)F.O(C2=CC=CC=C2)C2CC1(CNC1)C2